(R,E)-2-cyano-N-(1-(3,4-dimethoxyphenyl)ethyl)-3-(5-(2-methylimidazo[1,2-a]pyridin-6-yl)-1H-pyrrolo[2,3-b]pyridin-3-yl)acrylamide C(#N)/C(/C(=O)N[C@H](C)C1=CC(=C(C=C1)OC)OC)=C\C1=CNC2=NC=C(C=C21)C=2C=CC=1N(C2)C=C(N1)C